FC1=C(C=C(C=C1)F)C1=C(C(=NC=C1)C1CCC(CC1)F)NC(C1=CN=C(C=C1)OC(C)C)=O N-(4-(2,5-difluorophenyl)-2-(4-fluorocyclohexyl)pyridin-3-yl)-6-isopropoxynicotinamide